3-methyltetrahydrofuran-3,4-diyl dibenzoate C(C1=CC=CC=C1)(=O)OC1(COCC1OC(C1=CC=CC=C1)=O)C